C(C)(=O)O[C@H]1C[C@@H]2CC[C@H]3[C@@H]4CC[C@H](C(COC(C)=O)=O)[C@]4(CC[C@@H]3[C@]2(CC1)COC)C (3α,5α)-3,21-bis(acetoxy)-19-methoxypregnan-20-one